F[C@H]1C[C@H](N2N=C(N=C21)SCC#N)C2=CC=CC=C2 2-[[(5S,7S)-7-fluoro-5-phenyl-6,7-dihydro-5H-pyrrolo[1,2-b][1,2,4]triazol-2-yl]sulfanyl]acetonitrile